C=1(C(=CC=C2C(C3=CC=CC=C3C(C12)=O)=O)S(=O)(=O)[O-])S(=O)(=O)[O-].[Na+].[Na+] sodium anthraquinonedisulfonate